C(CCCCC)(=O)OC(C)(C)C Tert-butyl hexanoate